7-Chloro-6-fluoro-1-(2-isopropyl-6-methylphenyl)pyrido[2,3-d]pyrimidine-2,4(1H,3H)-dione ClC=1C(=CC2=C(N(C(NC2=O)=O)C2=C(C=CC=C2C)C(C)C)N1)F